3-fluoro-N-(6-(4-methylpyridin-3-yl)benzo[d]thiazol-2-yl)cyclobutane-1-carboxamide FC1CC(C1)C(=O)NC=1SC2=C(N1)C=CC(=C2)C=2C=NC=CC2C